SC(CS(=O)(=O)O)CS 2,3-dimercaptopropansulfonic acid